CC1=CC=C(C=C1)S(=O)(=O)OCCOCCOS(=O)(=O)C1=CC=C(C)C=C1 Diethylene glycol bis-p-toluenesulfonate